C(C1=CC=CC=C1)C1=C(C=C(C=C1)C)O 2-benzyl-5-methylphenol